COC=1C(=C2C=CN(C2=C(C1)C=C)S(=O)(=O)C1=CC=C(C)C=C1)CN1N=C2C=C(C=CC2=C1)C#N 2-((5-methoxy-1-tosyl-7-vinyl-1H-indol-4-yl)methyl)-2H-indazole-6-carbonitrile